FC=1C(=NC=CC1C)[C@@H](CCOC)N1C[C@@H](N([C@@H](C1)C)C(C(C)C)=O)C(=O)NCC1=CC=C(C=C1)C1=NC(=CC=C1)OC (2R,6R)-4-((R)-1-(3-fluoro-4-methylpyridin-2-yl)-3-methoxypropyl)-1-isobutyryl-N-(4-(6-methoxypyridin-2-yl)benzyl)-6-methylpiperazine-2-carboxamide